Methyl 2-((1-(6-fluoropyridin-2-yl) ethyl) (5-(trifluoromethyl) pyridin-2-ylmethyl) amino)-2-oxoacetate FC1=CC=CC(=N1)C(C)N(C(C(=O)OC)=O)CC1=NC=C(C=C1)C(F)(F)F